5-{2-amino-[1,2,4]triazolo[1,5-a]pyridin-7-yl}-N-{[3-(cyclopentyloxy)pyridin-2-yl]methyl}-2-methoxypyridine-3-carboxamide NC1=NN2C(C=C(C=C2)C=2C=C(C(=NC2)OC)C(=O)NCC2=NC=CC=C2OC2CCCC2)=N1